C1(=CC=CC=C1)CCS(=O)(=O)CC(C(=O)O)CCC(=O)O 2-[[(2-phenylethyl)sulfonyl]methyl]pentanedioic acid